ClC1=C(C(=O)NCCO\N=C\[C@]2([C@@H](N3C(C[C@H]3S2(=O)=O)=O)C(=O)O)C)C=CC(=C1O)O (2S,3R,5R)-3-((E)-((2-(2-chloro-3,4-dihydroxybenzamido)ethoxy)imino)methyl)-3-methyl-7-oxo-4-thia-1-azabicyclo[3.2.0]heptane-2-carboxylic acid 4,4-dioxide